ClC1=CC(=C(COC2=CC=CC(=N2)C=2CCN(CC2)CC2=NC3=C(N2C[C@H]2OCC2)C=C(C=C3)C(=O)NS(=O)(=O)C(F)(F)F)C=C1)F (S)-2-((6-((4-chloro-2-fluorobenzyl)oxy)-3',6'-dihydro-[2,4'-bipyridin]-1'(2'H)-yl)methyl)-1-(oxetan-2-ylmethyl)-N-((trifluoromethyl)sulfonyl)-1H-benzo[d]imidazole-6-carboxamide